(4-(5,5-difluoro-2-azaspiro[3.3]heptan-2-yl)phenyl)(4-(5-methyloxazolo[4,5-b]pyridin-2-yl)piperazin-1-yl)methanone FC1(C2(CN(C2)C2=CC=C(C=C2)C(=O)N2CCN(CC2)C=2OC=3C(=NC(=CC3)C)N2)CC1)F